C(C)(C)C1=C(C=CC=C1)N1C(SCC1=O)=NN=CC1=CC=C(C=C1)C1=NN(C(=N1)OC1CCOCC1)C 3-(2-Isopropylphenyl)-2-({4-[1-methyl-5-(tetrahydro-2H-pyran-4-yloxy)-1H-1,2,4-triazol-3-yl]benzylidene}hydrazono)-1,3-thiazolidin-4-one